CS(=O)C(C(=O)N1C(CCCC1)C=1NC(=CN1)C1=CC=C(C(=O)O)C=C1)C 4-(2-(1-(2-(methylsulfinyl)propanoyl)piperidin-2-yl)-1H-imidazol-5-yl)benzoic acid